CN(C1CN(C1)C1CCN(CC1)C1=CC=C(C=C1)[N+](=O)[O-])C N,N-dimethyl-1-[1-(4-nitrophenyl)piperidin-4-yl]azetidin-3-amine